ClC=1C(=NN(C1C)C=1C=C(C(=O)N(C=2C=CC3=C(N=C(O3)C)C2)C)C=CC1)C 3-(4-chloro-3,5-dimethyl-pyrazol-1-yl)-N-methyl-N-(2-methyl-1,3-benzoxazol-5-yl)benzamide